1-(butan-2-yl)-4-{4-[4-(4-{[(2R,4S)-2-(2,4-dichlorophenyl)-2-(1H-1,2,4-triazol-1-ylmethyl)-1,3-dioxolan-4-yl]methoxy}phenyl)piperazin-1-yl]phenyl}-4,5-dihydro-1H-1,2,4-triazol-5-one CC(CC)N1N=CN(C1=O)C1=CC=C(C=C1)N1CCN(CC1)C1=CC=C(C=C1)OC[C@@H]1O[C@@](OC1)(CN1N=CN=C1)C1=C(C=C(C=C1)Cl)Cl